4-(2-chloro-6-hydroxyphenyl)-1,2,3,6-tetrahydropyridine-1-carboxylic acid tert-butyl ester C(C)(C)(C)OC(=O)N1CCC(=CC1)C1=C(C=CC=C1O)Cl